2-chloro-1-[4-(2-{[(2,4-dichlorophenyl)methyl]amino}pyrimidin-4-yl)piperazin-1-yl]ethan-1-one ClCC(=O)N1CCN(CC1)C1=NC(=NC=C1)NCC1=C(C=C(C=C1)Cl)Cl